bis(α-hydroxyisopropyl)toluene OC(C)(C)C(C1=CC=CC=C1)C(C)(C)O